Propan-2-yl 5-(2-chloro-5-cyanophenyl)-3-({[(3R)-6,6-dimethylpiperidin-3-yl]carbonyl}amino)-1H-indazole-1-carboxylate hydrochloride Cl.ClC1=C(C=C(C=C1)C#N)C=1C=C2C(=NN(C2=CC1)C(=O)OC(C)C)NC(=O)[C@H]1CNC(CC1)(C)C